BrC1=CC=C(C=C1)[C@@H]1[C@H]([C@@H](C[C@](C1)(CCCO)O)C(NC1=C(C=C(C=C1)C(F)(F)F)F)=O)C(=O)O |r| rac-(1R,2S,4R,6R)-2-(4-bromophenyl)-6-((2-fluoro-4-(trifluoromethyl)phenyl)carbamoyl)-4-hydroxy-4-(3-hydroxypropyl)cyclohexane-1-carboxylic acid